(2S,5R)-2-(N-Cycloheptylcarbamimidoyl)-7-oxo-1,6-diazabicyclo[3.2.1]octan-6-yl hydrogen sulfate S(=O)(=O)(ON1[C@@H]2CC[C@H](N(C1=O)C2)C(NC2CCCCCC2)=N)O